ClC=1C=CC(=C(C1)C=CC(=O)N1C(C2=CC=CC=C2CC1)C(=O)NC1=CC=C(C(=O)O)C=C1)N1N=NC(=C1)Cl 4-(2-(3-(5-chloro-2-(4-chloro-1H-1,2,3-triazol-1-yl)phenyl)acryloyl)-1,2,3,4-tetrahydroisoquinoline-1-carboxamido)benzoic acid